FC(C1=CC(=NC=C1)N(C(=O)NC1=CC(=C(C=C1)C)C=1C=NC2=CC(=NC=C2C1)N(C)CC1=CC=C(C=C1)OC)C)F 1-(4-(difluoromethyl)pyridin-2-yl)-3-(3-(7-((4-methoxybenzyl)(methyl)amino)-1,6-naphthyridin-3-yl)-4-methylphenyl)-1-methylurea